FC1=C(C=C(C=C1)C(NCCN1[C@H](CCC1)C)=O)NC(=O)C=1C=C2C(=NC1)NC(=C2)C=2C(=NN(C2)C)OC (S)-N-(2-fluoro-5-((2-(2-methylpyrrolidin-1-yl)ethyl)carbamoyl)phenyl)-2-(3-methoxy-1-methyl-1H-pyrazol-4-yl)-1H-pyrrolo[2,3-b]pyridine-5-carboxamide